4-[(2,4-Dichloro-5-methoxyphenyl)amino]-6-methoxy-7-{5-[(4-methylpiperazin-1-yl)methyl]furan-3-yl}quinoline-3-carbonitrile ClC1=C(C=C(C(=C1)Cl)OC)NC1=C(C=NC2=CC(=C(C=C12)OC)C1=COC(=C1)CN1CCN(CC1)C)C#N